O=C[C@H](O)[C@@H](O)[C@@H](O)[C@H](O)C 6-Desoxy-Galactose